CS(=O)(=O)CCCOC1=CC=2N(C=C1)C(=CN2)C2=CC(=NC=N2)NCC2=CC=C(C=C2)C2=NN(N=C2)C {6-[7-(3-methanesulfonyl-propoxy)-imidazo[1,2-a]pyridin-3-yl]-pyrimidin-4-yl}-[4-(2-methyl-2H-[1,2,3]triazol-4-yl)-benzyl]-amine